NC1=NC2=CC(=CC(=C2C=C1Cl)F)CC(C)[C@@]12[C@H]([C@H]([C@@H]([C@H]2C1)N1C=CC2=C1N=CN=C2N)O)O (1S,2R,3s,4R,5S)-1-(1-(2-Amino-3-chloro-5-fluoroquinolin-7-yl)propan-2-yl)-4-(4-amino-7H-pyrrolo[2,3-d]pyrimidin-7-yl)bicyclo[3.1.0]hexane-2,3-diol